FC1=CC2=C(N(C(N=C2N2CCC(CC2)N=C=NCCC)=O)C=2C(=NC=CC2C)C(C)C)N=C1C1=C(C=CC=C1)F 6-fluoro-7-(2-fluorophenyl)-1-(2-isopropyl-4-methylpyridin-3-yl)-4-(4-(((propylimino)methylene)amino)piperidin-1-yl)pyrido[2,3-d]pyrimidin-2(1H)-one